3-(2,4-dimethylphenyl)sulfonyl-4H-triazolo[1,5-a]quinazolin-5-one CC1=C(C=CC(=C1)C)S(=O)(=O)C=1N=NN2C1NC(C1=CC=CC=C21)=O